OCCC1=CC=C(C=N1)N1C(N(C(CC1)=O)COCC[Si](C)(C)C)=O 1-(6-(2-hydroxyethyl)pyridin-3-yl)-3-((2-(trimethylsilyl)ethoxy)methyl)dihydropyrimidine-2,4(1H,3H)-dione